3-((imidazo[1,2-a]pyridine-3-carboxamido) methyl)-4-methylbenzoate N=1C=C(N2C1C=CC=C2)C(=O)NCC=2C=C(C(=O)[O-])C=CC2C